dimethyl-3-hydroxyethylimidazolium hexafluoro-phosphate F[P-](F)(F)(F)(F)F.CC=1[N+](=C(NC1)C)CCO